C1(CC1)C=1C(NC=2C=C(C=NC2C1)CN1CCN(CC1)C1=C(C=C(C(=O)NCCOC)C=C1)F)=O 4-(4-((7-Cyclopropyl-6-oxo-5,6-dihydro-1,5-naphthyridin-3-yl)methyl)piperazin-1-yl)-3-fluoro-N-(2-Methoxyethyl)benzamide